C1(CCCCC1)CC1=C(OC2=CC=C(C=C2C1=O)O)C(=O)N (cyclohexylmethyl)-6-hydroxy-4-oxo-chromene-2-carboxamide